C(C)(C)(C)N(C(O)=O)C1=NC=NC(=C1C1CCC1)Cl.ClC=1C=C(C=C(C1OC=1C=C2CCN(C(C2=CC1)=O)CC1=CC=C(C=C1)F)Cl)N1N=CC(NC1=O)=O 2-(3,5-Dichloro-4-((2-(4-fluorobenzyl)-1-oxo-1,2,3,4-tetrahydroisoquinolin-6-yl)Oxy)phenyl)-1,2,4-triazine-3,5(2H,4H)-dione tert-butyl-(6-chloro-5-cyclobutylpyrimidin-4-yl)carbamate